CN1N=C(C(=C1)OC1CC2(CN(C2)C(=O)N2C[C@H](CC2)C2=NC=NN2)C1)C(F)(F)F [6-[1-Methyl-3-(trifluoromethyl)pyrazol-4-yl]oxy-2-azaspiro[3.3]heptan-2-yl]-[(3S)-3-(1H-1,2,4-triazol-5-yl)pyrrolidin-1-yl]methanone